tert-butyl 3-(((6-(2-azaspiro[5.5]undecan-2-yl)-2-(trifluoromethyl)pyrimidin-4-yl)(methyl)amino)methyl)piperidine-1-carboxylate C1N(CCCC12CCCCC2)C2=CC(=NC(=N2)C(F)(F)F)N(C)CC2CN(CCC2)C(=O)OC(C)(C)C